C1(CC1)C=1C=CC(=NC1)OC1CCC2(CN(C2)C(=O)C2CC(C2)(C)O)CC1 (7-((5-cyclopropylpyridin-2-yl)oxy)-2-azaspiro[3.5]non-2-yl)((1s,3s)-3-hydroxy-3-methylcyclobutyl)methanone